C(C)(=O)C=1C=C(C=C2C(C=C(OC12)N1CCC(CC1)(C)C)=O)C 8-acetyl-2-(4,4-dimethyl-1-piperidyl)-6-methyl-chromen-4-one